N-(3-pyridylmethyl)pyrazolo[4,3-b]pyridin N1=CC(=CC=C1)CN1N=CC2=NC=CC=C21